OC=1C=C(C=CC1)[C@@H]1C(=C(NC=2C[C@H](CC(C12)=O)C1=C(C=CC=C1)OC)C)C(=O)OC1COC1 oxetan-3-yl (4S,7R)-4-(3-hydroxyphenyl)-7-(2-methoxyphenyl)-2-methyl-5-oxo-1,4,5,6,7,8-hexahydroquinoline-3-carboxylate